[Sn]=[Se].[Ni] nickel-tin selenide